2-(2-Amino-9-((2R,3R,5S)-3-hydroxy-5-(hydroxymethyl)tetrahydrofuran-2-yl)-8-oxo-8,9-dihydro-7H-purin-7-yl)acetaldehyde NC1=NC=C2N(C(N(C2=N1)[C@@H]1O[C@@H](C[C@H]1O)CO)=O)CC=O